1,1',1'',1'''-Silanetetrayltetrakis[4-bromobenzene] [Si](C1=CC=C(C=C1)Br)(C1=CC=C(C=C1)Br)(C1=CC=C(C=C1)Br)C1=CC=C(C=C1)Br